C1(=CC=C(C=C1)C(=CO[C@@H](C(=O)OC)C)C)C |r| (±)-methyl 2-((2-(p-tolyl)prop-1-en-1-yl)oxy)propanoate